C1NCCC=2C(=CC=CC12)C(=O)O 1,2,3,4-tetrahydroisoquinoline-5-carboxylic acid